C(C)(C)(C)OC(=O)O[C@@H]1[C@H]([C@H](N(C1)C(=O)OC(C)(C)C)CC1=CC=C(C=C1)OC)O tert-butyl (2R,3S,4S)-4-[(tert-butoxycarbonyl)oxy]-3-hydroxy-2-[(4-methoxyphenyl) methyl]pyrrolidine-1-carboxylate